1-(4-chloro-3-(trifluoromethyl)phenyl)-3-methyl-2-thiocyanatobutan-1-one ClC1=C(C=C(C=C1)C(C(C(C)C)SC#N)=O)C(F)(F)F